O=C1N(C(C2=CC=CC=C12)=O)CC=1C=CC=2NC=3C=C4C(=CC3C(C2C1)=O)NC1=CC=CC=C1C4=O 2-[(1,3-dihydro-1,3-dioxo-2H-isoindol-2-yl)methyl]-5,12-dihydroquino[2,3-b]acridine-7,14-dione